N-(4-bromophenyl)-N-methylpentanamide BrC1=CC=C(C=C1)N(C(CCCC)=O)C